CC1(OB(OC1(C)C)C=1C=C(C#N)C=CC1C(=O)N1CCC(CC1)C(F)(F)F)C 3-(4,4,5,5-tetramethyl-1,3,2-dioxaborolan-2-yl)-4-[4-(trifluoromethyl)piperidine-1-carbonyl]benzonitrile